CC=1C=C(C(=O)OC2=C(C(=CC(=C2)Br)C=NC2=CC(=CC(=C2)Cl)Cl)O)C=CC1 5-bromo-3-((3,5-dichlorophenylimino)-methyl)-2-hydroxyphenyl 3-methylbenzoate